trifluoro-dimethyl-adipamide FC(C(C(C(=O)N)(C)C)(F)F)CC(=O)N